zinc hypophosphite monohydrate O.[PH2](=O)[O-].[Zn+2].[PH2](=O)[O-]